tertbutyl 4-(2-amino-4-methoxy-phenyl)-3,6-dihydro-2H-pyridine-1-carboxylate NC1=C(C=CC(=C1)OC)C=1CCN(CC1)C(=O)OC(C)(C)C